CS(=O)(=NC1=CC(=CC=C1)C1=NOC(=N1)C(F)(F)F)C=1SC=CN1 methyl(thiazol-2-yl)((3-(5-(trifluoromethyl)-1,2,4-oxadiazol-3-yl)phenyl)imino)-λ6-sulfanone